C1(CCCCC1)C1=CC=C(C=C1)C#CC=1C=CC(=C(C(=O)OC)C1)NC(CC)=O Methyl 5-((4-cyclohexylphenyl)ethynyl)-2-propionamidobenzoate